FC(C(C(C(C(C(C(C(F)(F)F)(F)F)(F)F)(F)F)(F)F)(F)F)(F)F)(S(=O)(=O)[O-])F.C(C)(C)(C)C1=CC=C(C=C1)[I+]C1=CC=C(C=C1)C(C)(C)C bis(4-t-butyl-phenyl)iodonium perfluoro-n-octanesulfonate